FC1=CC=C(/C(/NC2=CC=CC=C2)=N\O)C=C1 (E)-4-fluoro-N'-hydroxy-N-phenylbenzimidamide